COC1=CC=C(C=C1)CCOC1=CC=C(CCN2N=CC3=CC=CC=C23)C=C1 1-(4-(4-methoxyphenylethoxy)phenethyl)-1H-indazole